(S)-2-((R)-3-Methylmorpholin-4-yl)-9-(2-oxo-2-piperidin-4-ylethyl)-8-trifluoromethyl-6,7,8,9-tetrahydropyrimido[1,2-a]pyrimidin-4-one C[C@H]1N(CCOC1)C=1N=C2N(C(C1)=O)CC[C@H](N2CC(C2CCNCC2)=O)C(F)(F)F